CN1N=CC=2CC(CCC12)N (1-methyl-4,5,6,7-tetrahydro-1H-indazol-5-yl)-amine